ClC1=CC(=C(CN(C(=O)[C@H]2[C@@H](CCC2)S(=O)(=O)C2=CC=C(C)C=C2)C2CCC(CC2)C#N)C=C1)F (1S,2R)-2-(Toluene-4-sulfonyl)-cyclopentanecarboxylic acid (4-chloro-2-fluoro-benzyl)-(4-cyano-cyclohexyl)-amide